S(C)(=O)(=O)O.N1=NC(=CC=C1)C(=O)N pyridazine-3-carboxamide mesylate salt